COC(N(CC=1C(=NC(=NC1)SC)NC1=NC=C(C=C1)OC)C1=CC=C(C=C1)OC)=O methyl-4-methoxyphenyl((4-(5-methoxypyridin-2-ylamino)-2-(methylthio)pyrimidin-5-yl)methyl)carbamate